(4R,11bS)-4-(2-((S)-(4-Methoxyphenyl)(phenyl)silyl)phenyl)-4,5-dihydro-3H-dinaphtho[2,1-c:1',2'-e]phosphepine COC1=CC=C(C=C1)[Si@@H](C1=C(C=CC=C1)P1CC2=C(C3=C(C1)C=CC1=CC=CC=C13)C=1C=CC=CC1C=C2)C2=CC=CC=C2